C(C)(C)(C)[C@@H]1CC2=C(C3=CC(C(=CN13)C(=O)OCC)=O)OC1=C2C=CC=C1OC ethyl (S)-6-(tert-butyl)-11-methoxy-2-oxo-6,7-dihydro-2H-benzofuro[2,3-a]quinolizine-3-carboxylate